2-[(acetoxy)imino]-3-cyclohexyl-1-[4-(phenylsulfanyl)phenyl]propan-1-one C(C)(=O)ON=C(C(=O)C1=CC=C(C=C1)SC1=CC=CC=C1)CC1CCCCC1